4-(3-(4-(1-(4-((5-chloro-4-((2-(dimethylphosphoryl)phenyl)amino)pyrimidin-2-yl)amino)-3-methoxyphenyl)piperidin-4-yl)piperazin-1-yl)azetidin-1-yl)-N-(2,6-dioxopiperidin-3-yl)benzamide ClC=1C(=NC(=NC1)NC1=C(C=C(C=C1)N1CCC(CC1)N1CCN(CC1)C1CN(C1)C1=CC=C(C(=O)NC2C(NC(CC2)=O)=O)C=C1)OC)NC1=C(C=CC=C1)P(=O)(C)C